tert-butyl (2-(4-cyanothiophen-2-yl)-2-((2S,4R)-4-(difluoromethoxy)-1-((4-phenoxybenzoyl) glycyl)pyrrolidine-2-carboxamido)ethyl)carbamate C(#N)C=1C=C(SC1)C(CNC(OC(C)(C)C)=O)NC(=O)[C@H]1N(C[C@@H](C1)OC(F)F)C(CNC(C1=CC=C(C=C1)OC1=CC=CC=C1)=O)=O